N(=[N+]=[N-])C[C@@H](C)O (R)-1-azidopropane-2-ol